NC1=CC=C(C(=O)OC)C=C1 methyl 4-aminobenzoate